COC1=C2C(NC(=NC2=CC(=C1)OC)C1=CC(=C(OCC(=O)O)C(=C1)C)C)=O 2-(4-(5,7-dimethoxy-4-oxo-3,4-dihydroquinazolin-2-yl)-2,6-dimethylphenoxy)acetic acid